BrC1=C(C(=C(C(=O)N)C(=C1)N1CCC2(CC2)CC1)F)CCO 4-bromo-2-fluoro-3-(2-hydroxyethyl)-6-(6-azaspiro[2.5]octan-6-yl)benzamide